(R)-3-((4-(2-methoxy-4-methylphenyl)pyrido[3,4-d]pyridazin-1-yl)amino)piperidine COC1=C(C=CC(=C1)C)C=1N=NC(=C2C1C=NC=C2)N[C@H]2CNCCC2